P(=O)(OC(C(C(C(C(C(C(C(C(C(F)(F)F)(F)F)(F)F)(F)F)(F)F)(F)F)(F)F)(F)F)(F)F)(F)F)([O-])[O-] perfluoro-n-decyl phosphate